ethyl ([2-{bis(propan-2-yl)amino}ethyl]sulfanyl)(methyl)phosphinate CC(C)N(CCSP(OCC)(=O)C)C(C)C